((1r,3r)-3-(4-(2-(4-((5-fluoro-2-(5-methyl-1,3,4-oxadiazol-2-yl)pyridine-3-yl)oxy)phenyl)propan-2-yl)phenoxy)cyclobutyl)tert-butyl carbamate C(N)(OC(CC1CC(C1)OC1=CC=C(C=C1)C(C)(C)C1=CC=C(C=C1)OC=1C(=NC=C(C1)F)C=1OC(=NN1)C)(C)C)=O